C(CCCCCCC\C=C/CCCCCCCC)(=O)[O-].[Mo+4].C(CCCCCCC\C=C/CCCCCCCC)(=O)[O-].C(CCCCCCC\C=C/CCCCCCCC)(=O)[O-].C(CCCCCCC\C=C/CCCCCCCC)(=O)[O-] Molybdenum oleate